C(C)(C)(C)C1=NC2=C(C=CC=C2C(=C1O)O)N1CCCC2=CC(=C(C=C12)C(F)F)C=1C(=NNC1)C1=NN(C=C1)C tert-butyl-8-(7-(difluoromethyl)-6-(1-methyl-1H-pyrazolyl-pyrazol-4-yl)-3,4-dihydroquinolin-1(2H)-yl)-3,4-dihydroxyquinoline